4-benzyl-N-(2-cyano-7-phenylisoindolin-5-yl)morpholine-2-carboxamide C(C1=CC=CC=C1)N1CC(OCC1)C(=O)NC=1C=C2CN(CC2=C(C1)C1=CC=CC=C1)C#N